The molecule is a methoxybenzene that is benzene substituted by methoxy groups at positions 1, 2 and 3 respectively. It has a role as a plant metabolite. COC1=C(C(=CC=C1)OC)OC